acetyl-L-neuraminic acid C(C)(=O)C1C(C(O)=O)(O)O[C@@H]([C@H]([C@@H]1O)N)[C@@H](O)[C@@H](O)CO